N-[1-[3-(5-bromo-2-pyridyl)pyrazin-2-yl]ethyl]-3-(1-cyanocyclopropyl)-5-(trifluoromethyl)benzamide BrC=1C=CC(=NC1)C=1C(=NC=CN1)C(C)NC(C1=CC(=CC(=C1)C(F)(F)F)C1(CC1)C#N)=O